P(=O)(O)(O)OCC(=O)O (phosphonooxy)acetic acid